COC(=O)C=1C=C2C=C(N(C2=CC1F)CCO)CC1=C(C=C(C=C1)Cl)C(F)(F)F 2-(4-chloro-2-(trifluoromethyl)benzyl)-6-fluoro-1-(2-hydroxyethyl)-1H-indole-5-carboxylic acid methyl ester